3-(3,5-difluorophenoxy)-5-(1H-tetrazol-5-yl)aniline FC=1C=C(OC=2C=C(N)C=C(C2)C2=NN=NN2)C=C(C1)F